C12CN(CC2C1)C1=CC=C(C(=N1)C)CC=1C=C(NC1)C(=O)O 4-[(6-{3-azabicyclo[3.1.0]hex-3-yl}-2-methylpyridin-3-yl)methyl]-1H-pyrrole-2-carboxylic acid